CN1N=CC(=C1)C=1C=C2C=C(N=CC2=CC1)NC(CN1C(CCC1([2H])[2H])([2H])[2H])=O N-(6-(1-methyl-1H-pyrazol-4-yl)isoquinolin-3-yl)-2-(pyrrolidin-1-yl-2,2,5,5-d4)Acetamide